6-(cyclopropanecarboxamido)-N-(methyl-d3)-4-((6-methyl-5,6-dihydrobenzo[h][1,6]naphthyridin-7-yl)amino)pyridazine-3-carboxamide C1(CC1)C(=O)NC1=CC(=C(N=N1)C(=O)NC([2H])([2H])[2H])NC1=CC=CC2=C1N(CC=1C=CC=NC21)C